ClC=1C=CC(=NC1)OC1=C(C=C(C=C1)NC(=O)NC(=O)C1CC(C1)OCC1CC1)C N-((4-((5-chloropyridin-2-yl)oxy)-3-methylphenyl)carbamoyl)-3-(cyclopropylmethoxy)cyclobutane-1-carboxamide